3-(7-amino-2-oxobenzo[d]oxazol-3(2H)-yl)piperidine-2,6-dione NC1=CC=CC=2N(C(OC21)=O)C2C(NC(CC2)=O)=O